tert-butyl (2S)-2-(((2S)-4-(benzylamino)-3-hydroxy-4-oxo-1-((S)-2-oxopyrrolidin-3-yl)butan-2-yl)carbamoyl)piperidine-1-carboxylate C(C1=CC=CC=C1)NC(C([C@H](C[C@H]1C(NCC1)=O)NC(=O)[C@H]1N(CCCC1)C(=O)OC(C)(C)C)O)=O